C(CCC)N1CCN(CC1)S(=O)(=O)C(C)C1=CC=2NC3=CC=CC=C3SC2C=C1 2-(1-((4-butylpiperazin-1-yl)sulfonyl)ethyl)-10H-phenothiazine